C(C)(C)(C)OC(=O)N1CCC2(CC1)OC1=C(C2)C=C(C=C1)NC1C(NC(CC1)=O)=O.CC(CC(CC1=CC=CC=C1)[2H])C (4-METHYLPENTYL-2-d)benzene tert-butyl-5-((2,6-dioxopiperidin-3-yl)amino)-3H-spiro[benzofuran-2,4'-piperidine]-1'-carboxylate